1-(9H-fluoren-9-yl)-5-isobutyl-8-methyl-3,6,9-trioxo-2-oxa-4,7,10-triazatetradecane C1=CC=CC=2C3=CC=CC=C3C(C12)COC(NC(C(NC(C(NCCCC)=O)C)=O)CC(C)C)=O